2-(2,6-dioxopiperidin-3-yl)-1-oxo-N-(quinolin-8-yl)isoindoline-5-carboxamide O=C1NC(CCC1N1C(C2=CC=C(C=C2C1)C(=O)NC=1C=CC=C2C=CC=NC12)=O)=O